1,6,11-Triaminoundecane NCCCCCC(CCCCCN)N